CN(C1(CCOCC1)CNC(=O)C=1C=2C[C@H]3[C@@H](C2N(N1)C1=C(C=C(C=C1)F)F)C3)C (1aS,5aS)-2-(2,4-Difluoro-phenyl)-1a,2,5,5a-tetrahydro-1H-2,3-diaza-cyclopropa[a]pentalene-4-carboxylic acid (4-dimethylamino-tetrahydro-pyran-4-ylmethyl)-amide